C1(=CC=CC=C1)C1NCCCNCCNCCCNC1 2-phenyl-1,4,8,11-tetraazacyclotetradecane